cyclohexen-1-ylboronic acid C1(=CCCCC1)B(O)O